aluminum carbon [C].[Al]